(R)-5-(4-(azetidin-2-ylmethoxy)-1-methyl-1H-pyrazol-5-yl)-N-(5-fluoropyrimidin-2-yl)pyrazolo[1,5-a]pyridin-2-amine N1[C@H](CC1)COC=1C=NN(C1C1=CC=2N(C=C1)N=C(C2)NC2=NC=C(C=N2)F)C